pyrazolo[1,5-a]pyrazine-6-carboxamide N1=CC=C2N1C=C(N=C2)C(=O)N